N-(4-cyanophenyl)-N-methyl-3-(4-(trifluoromethyl)phenyl)pyrazolo[1,5-a]pyridine-5-carboxamide C(#N)C1=CC=C(C=C1)N(C(=O)C1=CC=2N(C=C1)N=CC2C2=CC=C(C=C2)C(F)(F)F)C